ClC1=C([C@H](C#N)O)C=CC=C1 (R)-2-chloro-mandelonitrile